5-Chloro-N-(5-chloro-6-(2H-1,2,3-triazol-2-yl)pyridin-3-yl)-1-(chinolin-5-yl)-1H-pyrazol-4-carboxamid ClC1=C(C=NN1C1=C2C=CC=NC2=CC=C1)C(=O)NC=1C=NC(=C(C1)Cl)N1N=CC=N1